C[C@H]1N([C@@H](CN(C1)C1=NC=C(N=C1)C(F)(F)F)C)C(=O)OCC ethyl (2R,6R)-2,6-dimethyl-4-(5-(trifluoromethyl)pyrazin-2-yl)piperazine-1-carboxylate